C(C)OC(C(CCCCCN1CCCC1)C1=NC(=NC(=C1[N+](=O)[O-])N(CC1=CC=C(C=C1)OC)CC1=CC=C(C=C1)OC)OCCCC)=O 2-(6-(bis(4-methoxybenzyl)amino)-2-butoxy-5-nitropyrimidin-4-yl)-7-(pyrrolidin-1-yl)heptanoic acid ethyl ester